C(C1=CC=CC=C1)N1C(=NC=C1C(C)(C)C)C(C(C)(C)C)=O 1-[1-benzyl-5-(tert-butyl)imidazol-2-yl]-2,2-dimethylpropan-1-one